CC1CCC2C=NOC21 6-methyl-3a,4,5,6-tetrahydro-6aH-cyclopenta[d][1,2]oxazole